(S)-2-(((R)-3-(3-chlorophenyl)-3-(4-fluoro-1-methylpiperidin-4-yl)propyl)(methyl)amino)-2-(3-methyl-2-((1r,4S)-4-(trifluoromethoxy)cyclohexyl)phenyl)acetic acid ClC=1C=C(C=CC1)[C@@H](CCN([C@H](C(=O)O)C1=C(C(=CC=C1)C)C1CCC(CC1)OC(F)(F)F)C)C1(CCN(CC1)C)F